OCC1=NC2=CC=CC=C2C=C1 Hydroxymethylquinoline